2-dimethylamino-2-methyl-1-[4-(methylthio)phenyl]propan-1-one CN(C(C(=O)C1=CC=C(C=C1)SC)(C)C)C